t-Butyl methacrylate C(C(=C)C)(=O)OC(C)(C)C